BrC1=CC=C(CN2C(\C(\C3=CC=CC=C23)=C/C=2NC(=CC2C)C)=O)C=C1 (Z)-1-(4-bromobenzyl)-3-((3,5-dimethyl-1H-pyrrol-2-yl)methylene)-2-indolone